2-chloro-4-(2,4-difluorophenyl)-7-methylpyrido[2,3-d]pyrimidine ClC=1N=C(C2=C(N1)N=C(C=C2)C)C2=C(C=C(C=C2)F)F